[Cu].[Sn].[Pb] lead tin-copper